C(C)(C)(C)[C@@]1(N(C2=CC=CC(=C2C1)F)C(=O)OC(CN1CCN(CC1)CC=1NC2=CC=CC=C2C1)COC1=CC=CC=C1)CO [4-(1H-indol-2-ylmethyl)piperazin-1-yl]-3-(phenyloxy)propan-2-ol tert-butyl-(R)-4-fluoro-2-(hydroxymethyl)indoline-1-carboxylate